ClC1=C(C=C(C=C1)Cl)Cl L-1,2,4-trichlorobenzene